C(C1=CC=CC=C1)C=1C=C(C=CC1)[C@H]1C2(C3=CC=CC=C3C1)CCC(CC2)(C(=O)O)NC2=CC(=CC=C2)Cl (1r,2'S,4S)-2'-(3-benzylphenyl)-4-(3-chloroanilino)-2',3'-dihydrospiro[cyclohexane-1,1'-indene]-4-carboxylic acid